N2-tert-butyl-N8-(3-chloro-5-(trifluoromethyl)phenyl)-9-(pyrrolidin-3-ylmethyl)-9H-purine-2,8-diamine C(C)(C)(C)NC1=NC=C2N=C(N(C2=N1)CC1CNCC1)NC1=CC(=CC(=C1)C(F)(F)F)Cl